FC(N1N=C(C2=CC(=CC=C12)C(=O)NC)C)F 1-(difluoromethyl)-N,3-dimethyl-1H-indazole-5-carboxamide